4,4'-diformylbiphenyl C(=O)C1=CC=C(C=C1)C1=CC=C(C=C1)C=O